FC(C1=NN2C(N=C(C=C2NC[C@](C)(C2=CC=C(C=C2)F)C2CN(CC2)C(=O)NCCO)C(F)(F)F)=C1)(F)F |o1:12| 3-((S*)-1-((2,5-bis(trifluoromethyl)pyrazolo[1,5-a]pyrimidin-7-yl)amino)-2-(4-fluorophenyl)propan-2-yl)-N-(2-hydroxyethyl)pyrrolidine-1-carboxamide